(E)-4-amino-N-((5-bromopyridin-2-yl)methyl)-N-((3-chloroallyl)oxy)-1-methyl-1H-pyrazolo[4,3-c]quinoline-8-carboxamide NC1=NC=2C=CC(=CC2C2=C1C=NN2C)C(=O)N(OC\C=C\Cl)CC2=NC=C(C=C2)Br